[Si](C)(C)(C(C)(C)C)OC1=CC(=C(C=C1)N=C(N)C1=C(C=2N(N=C1)C=C(C2)B2OC(C(O2)(C)C)(C)C)N[C@H]2COCC2)CC N'-[4-[tert-butyl(dimethyl)silyl]oxy-2-ethyl-phenyl]-4-[[(3R)-tetrahydrofuran-3-yl]amino]-6-(4,4,5,5-tetramethyl-1,3,2-dioxaborolan-2-yl)pyrrolo[1,2-b]pyridazine-3-carboxamidine